FC=1C(=NC=CC1)[C@H](C)NC=1SC(=CN1)C=O (2-{[(1S)-1-(3-fluoropyridin-2-yl)ethyl]amino}-1,3-thiazol-5-yl)methanone